5-[Cyclopropyl-(methyl)amino]-N-(5-{[(1S,2S)-2-hydroxycyclohexyl]carbamoyl}-2-methylphenyl)pyridine-3-carboxamide C1(CC1)N(C=1C=C(C=NC1)C(=O)NC1=C(C=CC(=C1)C(N[C@@H]1[C@H](CCCC1)O)=O)C)C